C(C)(=O)OC1=C2C(=CNC2=CC=C1)C[C@@H]1N(CCC1)C([2H])([2H])[2H] (R)-3-((1-(methyl-d3)pyrrolidin-2-yl)methyl)-1H-indol-4-yl acetate